ClC=1N(C(=C(C1C(=O)OC)C)C1=C(C=CC=C1)C(F)(F)F)CCO (S)-methyl 2-chloro-1-(2-hydroxyethyl)-4-methyl-5-(2-(trifluoromethyl)phenyl)-1H-pyrrole-3-carboxylate